C(C1=CC=CC=C1)OCC1CCC1 3-benzyloxymethyl-cyclobutane